(R)-2-chloro-4-methylcyclohex-1-ene-1-carbaldehyde ClC1=C(CC[C@H](C1)C)C=O